C(CC)C1=CC=C(C=C1)C1=CC(=C(C=C1)B(O)O)F 4'-PROPYL-3-FLUOROBIPHENYL-4-BORONIC ACID